6-((1-(tetrahydro-2H-pyran-2-yl)-1H-pyrazol-4-yl)thio)phthalazin-1(2H)-one O1C(CCCC1)N1N=CC(=C1)SC=1C=C2C=NNC(C2=CC1)=O